N-(3-aminopropyl)-2-fluoro-5-nitro-benzenesulfonamide NCCCNS(=O)(=O)C1=C(C=CC(=C1)[N+](=O)[O-])F